N-(2-(benzylthio)-1-phenylvinyl)methacrylamide (2-(2-methoxy-7-vinylquinoxalin-5-yl)-4-methyl-7,8-dihydro-[1,4]dioxino[2',3':3,4]benzo[1,2-d]thiazol-7-yl)methyl-pyridin-3-ylcarbamate COC1=NC2=CC(=CC(=C2N=C1)C=1SC2=C(N1)C(=CC1=C2OCC(O1)CN(C(O)=O)C=1C=NC=CC1)C)C=C.C(C1=CC=CC=C1)SC=C(C1=CC=CC=C1)NC(C(=C)C)=O